racemic-methylbenzylammonium C[NH2+]CC1=CC=CC=C1